C(CCC)NC1=CC=NC2=CC(=CC=C12)Cl 4-butylamino-7-chloroquinoline